copper-manganese-zinc water O.[Zn].[Mn].[Cu]